FC=1C=C(C=CC1)CN1CCC(CC1)CCNC(=O)N1[C@@H](CN(CC1)C1=NC=C(C=N1)C(F)(F)F)C (2R)-N-(2-{1-[(3-fluorophenyl)methyl]piperidin-4-yl}ethyl)-2-methyl-4-[5-(trifluoromethyl)pyrimidin-2-yl]piperazine-1-carboxamide